COC=1C=C2CCN[C@H](C2=CC1OC)C(=O)[O-] (R)-6,7-dimethoxy-1,2,3,4-tetrahydroisoquinoline-1-carboxylate